5-(1-Cyclobutyl-1H-pyrazol-4-yl)-N-(6-(4-cyclopropyl-4H-1,2,4-triazol-3-yl)pyridin-2-yl)-2-oxo-1,2-dihydropyridine-3-carboxamide C1(CCC1)N1N=CC(=C1)C=1C=C(C(NC1)=O)C(=O)NC1=NC(=CC=C1)C1=NN=CN1C1CC1